iodobenzo[d]thiazol-4-amine IC=1SC=2C(N1)=C(C=CC2)N